5-Hydroxy-2-phenyl-7-((6-(3-methoxyphenylamino)-2-methylpyrimidin-4-yl)oxy)-4H-chromen-4-one OC1=C2C(C=C(OC2=CC(=C1)OC1=NC(=NC(=C1)NC1=CC(=CC=C1)OC)C)C1=CC=CC=C1)=O